C1(=CC=CC=C1)NC(NC1=C(C=CC=C1)C1=C(C=CC=C1)[N-]NC(=O)NC1=CC=CC=C1)=O [2-(3-phenylureido)-phenyl]phenylureido-phenylamide